(S)- and (R)-1-(Tetrahydrofuran-3-yl)ethan-1-one O1C[C@H](CC1)C(C)=O |r|